NC=1N=C(C=C2C=C(N=CC12)NC(=O)NC(C)C)C=1C=NC=CC1CC 1-[8-amino-6-(4-ethyl-3-pyridyl)-2,7-naphthyridin-3-yl]-3-isopropyl-urea